3-FLUORO-2-METHOXYBENZALDEHYDE FC=1C(=C(C=O)C=CC1)OC